8-chloro-1-[8-fluoro-2-{[(2R,7aS)-2-fluorotetrahydro-1H-pyrrolizin-7a(5H)-yl]methoxy}-4-(8-oxa-3-azabicyclo[3.2.1]octan-3-yl)pyrido[4,3-d]pyrimidin-7-yl]-7-methylisoquinolin-3-amine ClC=1C(=CC=C2C=C(N=C(C12)C1=C(C=2N=C(N=C(C2C=N1)N1CC2CCC(C1)O2)OC[C@]21CCCN1C[C@@H](C2)F)F)N)C